5-(2-azidoethyl)oxazolidin-2-one N(=[N+]=[N-])CCC1CNC(O1)=O